O-(7-Azabenzotriazole-1-yl)-N,N,N',N'-tetramethyluronium N1(N=NC2=C1N=CC=C2)OC(=[N+](C)C)N(C)C